N[C@@H]1C2=CC=CC=C2CC12CCN(CC2)C=2C(=NC(=CN2)C#CC2C(C2)C)CO (3-((S)-1-amino-1,3-dihydrospiro[inden-2,4'-piperidin]-1'-yl)-6-((2-methylcyclopropyl)ethynyl)pyrazin-2-yl)methanol